ClC=1C(=CC(=NC1)NC(=O)C1CC2(CCNC2)CC1)C1=C2N(N=C1)CC(C2)(C)C N-(5-chloro-4-(5,5-dimethyl-5,6-dihydro-4H-pyrrolo[1,2-b]pyrazol-3-yl)pyridin-2-yl)-2-azaspiro[4.4]nonane-7-carboxamide